tert-butyl (2R)-2-(fluoromethyl)-5-oxopyrrolidine-1-carboxylate FC[C@@H]1N(C(CC1)=O)C(=O)OC(C)(C)C